OC1OC2=C(CNC1C)C=CC=C2 hydroxy-3-methyl-2,3,4,5-tetrahydrobenzo[f][1,4]oxazepine